C(C)(C)(C)C=1C=C(C=C(C1)C)C1=C(C=CC=C1)N(CCOCC)C1=C(C(=CC(=C1)C)C(C)(C)C)O 3-(tert-butyl)-2'-((3-(tert-butyl)-2-hydroxy-5-methylphenyl)(2-ethoxyethyl)amino)-5-methyl-[1,1'-biphenyl]